Kalium phenolat C1(=CC=CC=C1)[O-].[K+]